C1(=CC=CC=C1)CCCCO 4-phenyl-1-Butanol